CC(C)C1=C(C=C(C=C1)C1=NNC(OC1)=O)C(F)(F)F 5-[4-(propan-2-yl)-3-(trifluoromethyl)phenyl]-3,6-dihydro-2H-1,3,4-oxadiazin-2-one